1,1'-(decane-1,10-diyl)bis{4-{(E)-4-[bis(2-hydroxyethyl)amino]styryl}-3-methylpyridin-1-ium} dibromide [Br-].[Br-].C(CCCCCCCCC[N+]1=CC(=C(C=C1)\C=C\C1=CC=C(C=C1)N(CCO)CCO)C)[N+]1=CC(=C(C=C1)\C=C\C1=CC=C(C=C1)N(CCO)CCO)C